FC(C=1C=CC(=NC1)N1CC2(C1)CNC2)(F)F 2-[5-(Trifluoromethyl)-2-pyridinyl]-2,6-diazaspiro[3.3]heptane